N1(CCC1)C1CCN(CC1)C1=C(C=C(C=C1)NC=1N=C(C2=C(N1)SC=C2C)NC2=CC=CC(=N2)C2(CCC2)O)OC 1-(6-((2-((4-(4-(azetidin-1-yl)piperidin-1-yl)-3-methoxyphenyl)amino)-5-methylthieno[2,3-d]pyrimidin-4-yl)amino)pyridin-2-yl)cyclobutan-1-ol